2-(2,5-xylyl)-6-(4-ethyl-3-(hydroxymethyl)-5-oxo-4,5-dihydro-1H-1,2,4-triazol-1-yl)-7-fluoro-4-isopropylisoquinolin-1(2H)-one C1(=C(C=CC(=C1)C)C)N1C(C2=CC(=C(C=C2C(=C1)C(C)C)N1N=C(N(C1=O)CC)CO)F)=O